CN1C2CC(C(C1)C2)OC=2C=C(C(=O)N[C@H](C)C=1C=NC(=NC1)C(F)(F)F)C=C(C2)C=2SC(=CN2)C 3-{[2-methyl-2-azabicyclo[2.2.1]hept-5-yl]oxy}-5-(5-methyl-1,3-thiazol-2-yl)-N-{(1R)-1-[2-(trifluoromethyl)pyrimidin-5-yl]ethyl}benzamide